1-propyl-4-butylpyridinium fluoride [F-].C(CC)[N+]1=CC=C(C=C1)CCCC